C(#C)C1=CC=C(C=C1)CC 1-(4-ethynylphenyl)ethane